CC=1C(=C2C=NNC2=CC1)OC1=NC=CC2=C1N=C(N=C2N2CCN(CC2)C(C=C)=O)OC[C@@H]2CN(CC2)C 1-[4-(8-[(5-methyl-1H-indazol-4-yl)oxy]-2-{[(3S)-1-methylpyrrolidin-3-yl]methoxy}pyrido[3,4-d]pyrimidin-4-yl)piperazin-1-yl]prop-2-en-1-one